C1C2N(CCN1C1=CC=C(C=N1)C(=O)NC1=NN(C(=C1)C1=NC3=C(N1)C=CC=C3)C)CCC2 6-(3,4,6,7,8,8a-hexahydro-1H-pyrrolo[1,2-a]pyrazin-2-yl)-N-[5-(1H-benzimidazol-2-yl)-1-methyl-pyrazol-3-yl]pyridine-3-carboxamide